[6-(3-cyclopropyl-1,2,4-triazol-1-yl)-2-azaspiro[3.3]heptan-2-yl]-[7-[[5-(trifluoromethyl)-2-pyridinyl]methyl]-2,7-diazaspiro[3.5]nonan-2-yl]methanone C1(CC1)C1=NN(C=N1)C1CC2(CN(C2)C(=O)N2CC3(C2)CCN(CC3)CC3=NC=C(C=C3)C(F)(F)F)C1